C(#N)C=1C=C(C=NC1)COC=1C(=C2CCCC2=C(C1)OCC=1C(=C(C=CC1)C1=CC=CC=C1)C)CN1[C@@]2(C[C@@H]2CCC1)C(=O)O |r| Rac-(1R,6S)-2-((5-((5-cyanopyridin-3-yl)methoxy)-7-((2-methyl-[1,1'-biphenyl]-3-yl)methoxy)-2,3-dihydro-1H-inden-4-yl)methyl)-2-azabicyclo[4.1.0]heptane-1-carboxylic acid